3-(benzyloxy)-3-methylbutan-1-ol C(C1=CC=CC=C1)OC(CCO)(C)C